N-(4-(2-(difluoromethyl)cyclohexyl)-6-(2,5-difluorophenyl)pyrimidin-5-yl)-2-isopropylpyrimidine-5-carboxamide FC(C1C(CCCC1)C1=NC=NC(=C1NC(=O)C=1C=NC(=NC1)C(C)C)C1=C(C=CC(=C1)F)F)F